7-bromo-3-iodo-1-methylpyrrolo[3,2-c]pyridin-4-amine BrC=1C2=C(C(=NC1)N)C(=CN2C)I